(12aR)-7-amino-9-bromo-10-chloro-3,4,12,12a-tetrahydro-6H-pyrazino[2,1-c][1,4]benzoxazepine-2(1H)-carboxylic acid tert-butyl ester C(C)(C)(C)OC(=O)N1C[C@@H]2COC3=C(CN2CC1)C(=CC(=C3Cl)Br)N